OC1(CCC(CC1)NC1=NN2C(C(=N1)OC)=C(C=C2)C=2C=NC=1N(C2)C(=CN1)C(=O)NC)C 6-(2-(((1r,4r)-4-Hydroxy-4-methylcyclohexyl)amino)-4-methoxypyrrolo[2,1-f][1,2,4]triazin-5-yl)-N-methylimidazo[1,2-a]pyrimidine-3-carboxamide